COC(=O)C=1C2=C(N=C(C1)Cl)N(N=C2C)C2COC2 C6-chloro-3-methyl-1-(oxetan-3-yl)-1H-pyrazolo[3,4-b]pyridine-4-carboxylic acid methyl ester